methyl 3-(2-ethoxy-1,1-difluoro-2-oxoethyl)-4-fluorobenzoate C(C)OC(C(F)(F)C=1C=C(C(=O)OC)C=CC1F)=O